NC1CCN(CC1)C=1C=NC(=NC1)C=1C=C(C(=O)N[C@@H](C=2NC3=CC=CC=C3C2)C2=C(C=CC(=C2)F)O)C=C(C1)C (R)-3-(5-(4-aminopiperidin-1-yl)pyrimidin-2-yl)-N-((5-fluoro-2-hydroxyphenyl)(1H-indole-2-yl)methyl)-5-methylbenzamide